BrC1=NC(=C(C=C1)F)C=O 2-Bromo-5-fluoropyridine-6-carbaldehyde